3-amino-6-(2-chloro-4-(2-(3,5-difluorophenyl)-2-hydroxyacetamido)phenyl)-N-(2,2,2-trifluoroethyl)pyrazine-2-carboxamide NC=1C(=NC(=CN1)C1=C(C=C(C=C1)NC(C(O)C1=CC(=CC(=C1)F)F)=O)Cl)C(=O)NCC(F)(F)F